C1C([C@@H](C(C[C@]1(C(=O)O)O)OC(=O)C2=CC(=C(C(=C2)O)O)O)O)O 5-o-galloylquinic acid